[N+](=O)([O-])C1=C(C=C(C=C1)C#CC(=O)OC)NC[C@H]1OCC1 Methyl (S)-3-(4-nitro-3-((oxetan-2-ylmethyl)amino)phenyl)propiolate